C[C@@H](CC=O)CCC=C(C)C |r| (+-)-3,7-DIMETHYL-6-OCTENAL